C12C(CC(C=C1)C2)CS bicyclo[2.2.1]-5-hepten-2-ylmethanethiol